n-Butyl mercaptan CCCCS